5-chloro-3-phenylquinazolin ClC=1C2=CN(CN=C2C=CC1)C1=CC=CC=C1